C(COCCOCCS(=O)(=O)C(CC(=O)C1C(C=CCC1(C)C)C)C)S(=O)(=O)C(CC(=O)C1C(C=CCC1(C)C)C)C (±)-3,3'-(3,6-dioxaoctane-1,8-diyldisulfonyl)bis(1-(2,6,6-trimethylcyclohex-3-en-1-yl)butan-1-one)